(2R,3S,4S)-4-hydroxy-2-[(4-methoxyphenyl)methyl]pyrrolidin-3-yl 3-(piperazin-1-yl)propanoate N1(CCNCC1)CCC(=O)O[C@H]1[C@H](NC[C@@H]1O)CC1=CC=C(C=C1)OC